C12(CC3CC(CC(C1)C3)C2)C=2C=C(C(=O)NCCC3=CC(=C(C=C3)O)O)C=CC2O 3-adamant-1-yl-N-[2-(3,4-dihydroxyphenyl)-ethyl]-4-hydroxy-benzoic acid amide